(2R)-3-methyl-2-[(prop-2-en-1-yloxy)methyl]butanoic acid CC([C@@H](C(=O)O)COCC=C)C